(R)-6-fluoro-8-(1-((4-fluoro-2-(3-hydroxyazetidine-1-carbonyl)phenyl)amino)ethyl)-3-methyl-2-(4-methyltetrahydro-2H-pyran-4-yl)quinazolin-4(3H)-one FC=1C=C2C(N(C(=NC2=C(C1)[C@@H](C)NC1=C(C=C(C=C1)F)C(=O)N1CC(C1)O)C1(CCOCC1)C)C)=O